3-(benzo[d]-[1,3]dioxol-5-yl)-2-methylpropanal O1COC2=C1C=CC(=C2)CC(C=O)C